5-bromo-N-(oxetan-3-yl)pyridin-3-amine BrC=1C=C(C=NC1)NC1COC1